C1=CC=CC=2C3=CC=CC=C3C(C12)COC(=O)N[C@H](C(=O)OC(C)(C)C)CCC1=CC(=C(C(=C1)F)C(F)(F)F)F tert-Butyl (S)-2-((((9H-fluoren-9-yl)methoxy)carbonyl)amino)-4-(3,5-difluoro-4-(trifluoromethyl)phenyl)butanoate